(2R,3S)-2-(3-(4-chloro-5-fluoro-1H-benzo[d]imidazol-1-yl)propyl)piperidin-3-ol ClC1=C(C=CC=2N(C=NC21)CCC[C@H]2NCCC[C@@H]2O)F